N-(2-Chloro-5-methoxyphenyl)-6-methoxy-7-[(1-methylpiperidin-4-yl)methoxy]quinazoline-4-amine ClC1=C(C=C(C=C1)OC)NC1=NC=NC2=CC(=C(C=C12)OC)OCC1CCN(CC1)C